ClC=1N=C(C2=C(N1)C=C(N2)C)C(=C)OCC 2-chloro-4-(1-ethoxyvinyl)-6-methyl-5H-pyrrolo[3,2-d]pyrimidine